5-methoxy-2-(trifluoromethyl)quinazoline-4-carbaldehyde COC1=C2C(=NC(=NC2=CC=C1)C(F)(F)F)C=O